N1C=C(C=C1)C=O pyrrole-3-al